C(CC)[Si](OCC)(OCC)OCC Propyltriethoxysilan